OCCCCCC1=CC=CC=2N(C(N(C21)C)=O)C2CNCCC2 3-[4-(5-hydroxypentyl)-3-methyl-2-oxo-benzimidazol-1-yl]piperidine